7-fluoro-3,3-dimethyl-5-(4-methyl-6-oxo-1,4,5,6-tetrahydropyridazin-3-yl)indolin-2-one FC=1C=C(C=C2C(C(NC12)=O)(C)C)C1=NNC(CC1C)=O